aminoethyl-N-beta-aminoethyl-gamma-aminopropyl-methyl-triethoxysilane NCCC(C)(O[Si](OCC)(OCC)C)CCCNCCN